ClC1=CC(=C(CC2=CC=C(C(=N2)O)F)C=C1)F 6-(4-chloro-2-fluorobenzyl)-3-fluoropyridin-2-ol